5-(2,5-Dimethyl-4-nitrophenoxy)-1-methyl-3-difluoromethyl-1H-pyrazole CC1=C(OC2=CC(=NN2C)C(F)F)C=C(C(=C1)[N+](=O)[O-])C